4-vinylbenzyl-dimethyl-(3-trimethylsilylpropyl)ammonium chloride [Cl-].C(=C)C1=CC=C(C[N+](CCC[Si](C)(C)C)(C)C)C=C1